BrC1=CC=C(C=C1)C1(C(NC(CC1)=O)=O)F 3-(4-bromophenyl)-3-fluoro-piperidine-2,6-dione